potassium triiodoisocyanuric acid IN1C(N(C(N(C1=O)I)=O)I)=O.[K]